5-methoxy-7-methyl-1H-indol COC=1C=C2C=CNC2=C(C1)C